O1CCN(CC1)CC1=CC=C(C=C1)C1=CC=2C(=NC=CC2C=2C=CC(=C(C#N)C2)OC2CCOCC2)N1S(=O)(=O)C1=CC=CC=C1 5-(2-(4-(morpholinomethyl)phenyl)-1-(phenylsulfonyl)-1H-pyrrolo[2,3-b]pyridin-4-yl)-2-((tetrahydro-2H-pyran-4-yl)oxy)benzonitrile